O=S1(NC(C2=C1C=C(C=C2)C(=O)N)=O)=O 1,1,3-trioxo-1,2-benzothiazole-6-formamide